5-(1-methyl-1H-pyrazol-4-yl)-3,6-dihydropyridine-1(2H)-carboxylic acid tert-butyl ester C(C)(C)(C)OC(=O)N1CCC=C(C1)C=1C=NN(C1)C